(2S,4r)-1-[(2S)-3,3-dimethyl-2-[4-(1-phenylcyclopropyl)triazol-1-yl]butyryl]-4-hydroxy-N-methyl-pyrrolidine-2-carboxamide CC([C@@H](C(=O)N1[C@@H](C[C@H](C1)O)C(=O)NC)N1N=NC(=C1)C1(CC1)C1=CC=CC=C1)(C)C